2-(4,5-dibromo-2H-1,2,3-triazol-2-yl)ethan-1-amine BrC1=NN(N=C1Br)CCN